[Si](C)(C)(C(C)(C)C)OCC1=CC(=C(C=C1)NC(=O)C1(CNC(C1)=O)C1=C(C=CC=C1)C(C)C)OC N-(4-(((tert-butyldimethylsilyl)oxy)methyl)-2-methoxyphenyl)-3-(2-isopropylphenyl)-5-oxopyrrolidine-3-carboxamide